(4R)-pyridinooxazoline O1C=NC2=C1C=CC=N2